C1(CC1)C1=NN(C=C1S(=O)(=O)N1CCC(CC1)C=1C(=CC=2N(C1)N=CN2)C)C([2H])([2H])[2H] 6-(1-((3-cyclopropyl-1-(methyl-d3)-1H-pyrazol-4-yl)sulfonyl)piperidin-4-yl)-7-methyl-[1,2,4]triazolo[1,5-a]pyridine